1-(4-chloro-3-fluorophenyl)pyrrolidine-3-sulfonamide ClC1=C(C=C(C=C1)N1CC(CC1)S(=O)(=O)N)F